(2-(8-methoxynaphthalen-1-yl)ethyl)-N-propylpropan-1-amine COC=1C=CC=C2C=CC=C(C12)CCC(CC)NCCC